6-(4-chlorophenyl)-2-(3-fluorophenyl)-N-[(1R,2S)-2-hydroxycyclopentyl]-3-oxo-2,3-dihydropyridazine-4-carboxamide ClC1=CC=C(C=C1)C=1C=C(C(N(N1)C1=CC(=CC=C1)F)=O)C(=O)N[C@H]1[C@H](CCC1)O